(S)-4-((4-ethyl-2-methyl-3-oxo-1-oxa-4,9-diazaspiro[5.5]undecan-9-yl)methyl)-2-fluorobenzonitrile C(C)N1C([C@@H](OC2(C1)CCN(CC2)CC2=CC(=C(C#N)C=C2)F)C)=O